5-(ethylsulfonyl)isoindoline-1-carboxylic Acid C(C)S(=O)(=O)C=1C=C2CNC(C2=CC1)C(=O)O